C(C=C)CCCCCCC(=O)O.C(CC(C)C)OCC(=O)OCC=C allyl isopentoxyacetate (Allyl Amyl acetate)